CN1N=NN=C1NC(C1=C(C(=C(C=C1)S(=O)(=O)C)COC)Cl)=O N-(1-methyl-tetrazol-5-yl)-2-chloro-3-methoxymethyl-4-methanesulfonyl-benzamide